C1(CC1)C=1C=CC(=NC1F)C(NC(=O)C1N(CC(C1)F)C(CC1=C(N=NN1)C(F)(F)F)=O)C1=CC=CC=C1 N-[(5-cyclopropyl-6-fluoropyridin-2-yl)(phenyl)methyl]-4-fluoro-1-{2-[4-(trifluoromethyl)-1H-1,2,3-triazol-5-yl]acetyl}pyrrolidine-2-carboxamide